(S)-4-(3-((2-(Dimethylamino)ethyl)(methyl)amino)-3-(3-(trifluoromethyl)phenethyl)-piperidin-1-yl)-2-fluoro-N-(pyrimidin-4-yl)benzenesulfonamide formate C(=O)O.CN(CCN([C@@]1(CN(CCC1)C1=CC(=C(C=C1)S(=O)(=O)NC1=NC=NC=C1)F)CCC1=CC(=CC=C1)C(F)(F)F)C)C